BrC=1C=CC2=C(C(=NCC(N2)=O)C2=NC=CC=C2)C1 7-bromo-5-(2-pyridinyl)-1H-1,4-benzodiazepin-2(3H)-one